1-(5,5-difluoro-3-methyl-3,4-pentadienyl)benzene FC(=C=C(CCC1=CC=CC=C1)C)F